3-(methylsulphonyl)benzoic acid CS(=O)(=O)C=1C=C(C(=O)O)C=CC1